C(C)OC(=O)C1NC(C(CC1)NC(COC1=CC(=C(C=C1)Cl)F)=O)=O 5-[2-(4-chloro-3-fluorophenoxy)acetamido]-6-oxopiperidine-2-carboxylic acid ethyl ester